FC1=C(C(=O)N2CCN(CC2)C(CNCCOCCNC(=O)C2=NC=C(C=C2NC(OC(C)(C)C)=O)C2=CC(=CC=C2)F)=O)C=C(C=C1)CC1=NNC(C2=CC=CC=C12)=O tert-butyl N-[2-[2-[2-[[2-[4-[2-fluoro-5-[(4-oxo-3H-phthalazin-1-yl)methyl]benzoyl]piperazin-1-yl]-2-oxo-ethyl]amino]ethoxy]ethylcarbamoyl]-5-(3-fluorophenyl)-3-pyridyl]carbamate